N1-(2-(1-(4-chloro-2-fluorophenyl)piperidin-4-yl)phenyl)-N4,N4-dimethylbenzene-1,4-disulfonamide ClC1=CC(=C(C=C1)N1CCC(CC1)C1=C(C=CC=C1)NS(=O)(=O)C1=CC=C(C=C1)S(=O)(=O)N(C)C)F